FC(=C(C(=C(F)F)C(F)(F)F)F)F perfluoro-3-methyl-1-buteneN